[[3,4-Dihydro-7-(4-morpholinyl)-2,3-dioxo-6-(trifluoromethyl)-1(2H)-quinoxalinyl]methyl]-phosphonic acid hydrate O.N1(CCOCC1)C1=C(C=C2NC(C(N(C2=C1)CP(O)(O)=O)=O)=O)C(F)(F)F